C(N)(=O)C1=CN=C(S1)N1N=C(N=C1C(C)NC(OCCCC)=O)CC butyl N-[1-[2-(5-carbamoylthiazol-2-yl)-5-ethyl-1,2,4-triazol-3-yl]ethyl]carbamate